C/C=C\\1/CC(=C)[C@@](C(=O)OCC2=CCN3[C@H]2[C@@H](CC3)OC1=O)(C)OC(=O)C The molecule is a pyrrolizine alkaloid that is seneciphylline in which the hydroxy hydrogen has been replaced by an acetyl group. It has a role as a Jacobaea metabolite. It is a macrocyclic lactone, an olefinic compound, an organic heterotricyclic compound, a pyrrolizine alkaloid and an acetate ester. It derives from a seneciphylline.